Pyrimidin-4-carboxamid N1=CN=C(C=C1)C(=O)N